N-(4-chloro-2-(isopropylcarbamoyl)-6-methylphenyl)-1-(3-chloropyridin-2-yl)-3-((1-(2,2,2-trifluoroacetyl)azetidin-3-yl)oxy)-1H-pyrazole-5-carboxamide ClC1=CC(=C(C(=C1)C)NC(=O)C1=CC(=NN1C1=NC=CC=C1Cl)OC1CN(C1)C(C(F)(F)F)=O)C(NC(C)C)=O